C(C1=CC=CC=C1)(=O)NCCC[NH2]=O benzoamidopropylamine oxide